2-(p-diethylaminostyryl)benzoxazole tetrafluorophenyl-carbamate FC=1C(=C(C(=C(C1)NC(O)=O)F)F)F.C(C)N(C1=CC=C(C=CC=2OC3=C(N2)C=CC=C3)C=C1)CC